NC=1SC(=C(N1)C)CCOC(C)=O 2-amino-4-methyl-5-(2-acetoxyethyl)thiazole